FC1=CC=C(C=C1)C1=CC(=NN1C1=CC=C(C=C1)S(=O)(=O)N)CO 4-(5-(4-fluorophenyl)-3-(hydroxymethyl)-1H-pyrazol-1-yl)benzenesulfonamide